(2-(3-methoxyphenyl)benzofuran-5-yl)methanol COC=1C=C(C=CC1)C=1OC2=C(C1)C=C(C=C2)CO